2,2,6a,6b,9,9,12a-heptamethyl-10,14-dioxo-1,3,4,5,6,6a,6b,7,8,8a,9,10,12a,14,14a,14b-hexadecahydropicene-4a(2H)-carboxylate CC1(CC2C3C(C=C4C5(C=CC(C(C5CCC4(C3(CCC2(CC1)C(=O)[O-])C)C)(C)C)=O)C)=O)C